3,19,19-trimethyl-21-oxa-14λ6-thia-11,13,18,23,27-pentaazapentacyclo-[20.3.1.115,18.02,10.05,9]heptacosa-1(25),2(10),3,5(9),15(27),16,22(26),23-octaene-12,14,14-trione CC=1C=2C3=CC=NC(OCC(N4C=CC(S(NC(NC2C=2CCCC2C1)=O)(=O)=O)=N4)(C)C)=C3